C(C1=CC(C(=O)[O-])=CC(C(=O)[O-])=C1)(=O)[O-].[La+3] lanthanum trimesate